ClC=1C(=C(C=CC1)NC1=CNC2=C1C(NCC2C[C@H]2OCCOC2)=O)OC 3-[(3-chloro-2-methoxyphenyl)amino]-7-[(2R)-1,4-dioxan-2-ylmethyl]-1H,5H,6H,7H-pyrrolo[3,2-c]Pyridin-4-one